N-hydroxy-1-(trifluoromethyl)cyclopropane-1-carboxamide ONC(=O)C1(CC1)C(F)(F)F